NC=1N=CC2=C(N1)N(C(C(=C2)N2CCN(C1=C(C=CC=C21)C)C(C=C)=O)=O)C2=CC=C(C=C2)CN2CCN(CC2)C 2-amino-8-[4-[(4-methylpiperazin-1-yl)methyl]phenyl]-6-(5-methyl-4-prop-2-enoyl-2,3-dihydroquinoxalin-1-yl)pyrido[2,3-d]pyrimidin-7-one